C(C)(C)(C)OC(=O)N1[C@@H](C[C@@H](C1)OC1=NC=C(C=C1)C(F)(F)F)CO (2S,4S)-2-(hydroxymethyl)-4-(5-(trifluoromethyl)pyridin-2-yloxy)pyrrolidine-1-carboxylic acid tert-butyl ester